(4-(3-(4-(4-(2-(4-(2-(2,6-dioxopiperidin-3-yl)-1,3-dioxoisoindolin-5-yl)piperazin-1-yl)ethyl)piperazin-1-yl)benzoyl)-6-hydroxybenzo[b]thiophen-2-yl)phenyl)boronic acid O=C1NC(CCC1N1C(C2=CC=C(C=C2C1=O)N1CCN(CC1)CCN1CCN(CC1)C1=CC=C(C(=O)C=2C3=C(SC2C2=CC=C(C=C2)B(O)O)C=C(C=C3)O)C=C1)=O)=O